C[C@@H]([C@H](P(=O)([O-])[O-])S)O The molecule is an organophosphonate oxoanion obtained by deprotonation of the phosphonate OH groups of [(1R,2S)-2-hydroxy-1-thiopropyl]phosphonic acid; major species at pH 7.3. It is a conjugate base of a [(1R,2S)-2-hydroxy-1-thiopropyl]phosphonic acid.